C1(CC1)C1=CC=C(CC2CC3(CN(C3)C(=O)OC(C)(C)C)CC2)C=C1 tert-Butyl 6-(4-cyclopropylbenzyl)-2-azaspiro[3.4]octane-2-carboxylate